2-[1-(difluoromethyl)-1H-pyrazol-4-yl]-N-[(dimethylamino)methylidene]-5-Nitrobenzenesulfonamide Cresyl-Caprylate C1(=CC=C(C=C1)C)OC(CCCCCCC)=O.FC(N1N=CC(=C1)C1=C(C=C(C=C1)[N+](=O)[O-])S(=O)(=O)N=CN(C)C)F